N,N'-diacetyl-cystine disodium salt [Na+].[Na+].C(C)(=O)N[C@@H](CSSC[C@@H](C(=O)[O-])NC(C)=O)C(=O)[O-]